ClC=1C=C(C=CC1)CCN1CC(C(C1)COC1=CC=C(C=C1)S(=O)(=O)C)(O)C 1-(3-chlorophenyl-ethyl)-3-methyl-4-((4-(methylsulfonyl)phenoxy)methyl)pyrrolidin-3-ol